C(C=C)(=O)N1C[C@H]2CN3C[C@@H](OC=4N=C5C(=C(C(=CC5=C(C34)N2CC1)Cl)C1=C(C=CC=C1O)F)F)[C@H]1N(CCC1)C (4aR,7R)-3-Acryloyl-12-chloro-10-fluoro-11-((R)-2-fluoro-6-hydroxyphenyl)-7-((S)-1-methylpyrrolidine-2-yl)-2,3,4,4a,6,7-hexahydro-8-oxa-3,5a,9,13c-tetraazanaphtho[3,2,1-de]anthracene